Cis-2-(5-benzyl-3a,6a-dimethyl-1-oxohexahydropyrrolo[3,4-c]pyrrol-2(1H)-yl)acetamide C(C1=CC=CC=C1)N1C[C@@]2([C@](C1)(CN(C2=O)CC(=O)N)C)C